OC1=NC=2N(C(=C1)O)N=C(C2C(C)C)C(=O)OCC ethyl 5,7-dihydroxy-3-isopropylpyrazolo[1,5-a]pyrimidine-2-carboxylate